2-(4-Bromo-3-fluorophenyl)-2-oxoacetaldehyde BrC1=C(C=C(C=C1)C(C=O)=O)F